C(C)NC1=NC(=C(C(=N1)C=1OC=CC1)C(=O)O)NC1(CC1)C1=CC(=CC=C1)C(F)(F)F 2-(ethylamino)-4-(2-furanyl)-6-[[1-[3-(trifluoromethyl)phenyl]cyclopropyl]amino]pyrimidine-5-carboxylic acid